N-(trifluoromethylcarbonyl)aminotetrahydrothiophene-1,1-dioxide FC(C(=O)NC1S(CCC1)(=O)=O)(F)F